C1CCC2=C(C=3CCCC3C=C12)NC(=O)NS(=O)(=O)C=1OC2=C(C1)C(CC(C2)(C)C)=NO N-((1,2,3,5,6,7-hexahydro-s-indacen-4-yl)carbamoyl)-4-(hydroxyimino)-6,6-dimethyl-4,5,6,7-tetrahydrobenzofuran-2-sulfonamide